COC1=CC=C(C=C1)N(C1=CC=C(C=C1)OC)C1=CC=2C3(C4=CC=CC=C4C2C=C1)C1=CC=CC=C1C=1C=CC(=CC13)N(C1=CC=C(C=C1)OC)C1=CC=C(C=C1)OC 2,2'-bis[N,N-bis(4-methoxy-phenyl)amino]-9,9-spirobifluorene